1,3-diphenyl-guanidine C1(=CC=CC=C1)NC(=N)NC1=CC=CC=C1